2,3-dihydroxypropanephosphonic acid methyl-((1-(6-chloropyridazin-4-yl)-3-(trifluoromethyl)-5,6-dihydro-1H-pyrazolo[3,4-b]pyridin-7(4H)-yl)methyl)bicyclo[1.1.1]pentane-1-carboxylate CC1(C2(CC1C2)C(=O)O)CN2C1=C(CCC2)C(=NN1C1=CN=NC(=C1)Cl)C(F)(F)F.OC(CP(O)(=O)O)CO